CC1=C(C(=NC2=CC=CC=C12)C=1C=NC(=CC1)N1CCOCC1)C(=O)O 4-methyl-2-(6-morpholinopyridin-3-yl)quinoline-3-Carboxylic acid